(11R)-6-(2,6-Dimethylphenyl)-11-isobutyl-7-isopropoxy-2,2-dioxo-9-oxa-2λ6-thia-3,5,12,19-tetrazatricyclo[12.3.1.14,8]nonadeca-1(18),4(19),5,7,14,16-hexaen-13-one CC1=C(C(=CC=C1)C)C1=NC=2NS(C=3C=CC=C(C(N[C@@H](COC(=C1OC(C)C)N2)CC(C)C)=O)C3)(=O)=O